N1=CN=CC(=C1)C1=C(NC=2C3=C(CCC12)C=CC=C3)C(=O)O 3-(pyrimidin-5-yl)-4,5-dihydro-1H-benzo[g]indole-2-carboxylic acid